tert-Butyl 12-isopropyl-4-oxa-8,12-diazadispiro[2.1.5.3]tridecane-8-carboxylate C(C)(C)N1CC2(OC3(CC3)C1)CCN(CC2)C(=O)OC(C)(C)C